tert-butyl 3-(cyclopropanecarboxamido)-5-(4,4,5,5-tetramethyl-1,3,2-dioxaborolan-2-yl)-1H-indole-1-carboxylate C1(CC1)C(=O)NC1=CN(C2=CC=C(C=C12)B1OC(C(O1)(C)C)(C)C)C(=O)OC(C)(C)C